BrC=1C=C2C3(C(NC2=CC1)=O)CCC3 5'-bromospiro[cyclobutane-1,3'-indol]-2'(1'H)-one